CC=1C=C(C=C(C1)OC)O 3-methyl-5-methoxy-phenol